Methyl 4-oxo-4-(4-(3-((5-(trifluoromethyl)pyridin-2-yl)oxy)benzylidene)piperidine-1-carboxamido)butanoate O=C(CCC(=O)OC)NC(=O)N1CCC(CC1)=CC1=CC(=CC=C1)OC1=NC=C(C=C1)C(F)(F)F